ClC(C(=O)C(Cl)(Cl)Cl)(Cl)Cl Hexachloroacetone